N1CC(C1)CCN1CCC2(CCN(CC2)C(=O)C=2C=CC(=C(C2)N2C(NC(CC2)=O)=O)OC)CC1 1-(5-(9-(2-(azetidin-3-yl)ethyl)-3,9-diazaspiro[5.5]undecane-3-carbonyl)-2-methoxyphenyl)dihydropyrimidine-2,4(1H,3H)-dione